C(C)N1C(C2=NC(=CC=C2C1=O)NC1=NC=C(C(=N1)N[C@H](CO)C1=CC=CC=C1)C1=NC=NO1)(C)C (S)-6-ethyl-2-((4-((2-hydroxy-1-phenylethyl)amino)-5-(1,2,4-oxadiazol-5-yl)pyrimidin-2-yl)amino)-7,7-dimethyl-6,7-dihydro-5H-pyrrolo[3,4-b]pyridin-5-one